S(=O)(=O)(ON1[C@@H]2CC[C@H](N(C1=O)C2)C(NC(CC=2C=NC=CC2)=O)=N)O (2S,5R)-7-oxo-2-(N-(2-(pyridin-3-yl) acetyl) carbamimidoyl)-1,6-diazabicyclo[3.2.1]octan-6-yl hydrogen sulfate